C1(CC1)C1=CC=C(C=C1)C1=CC=CC=C1 4-cyclopropyl-1,1'-biphenyl